ClC=1C(=CC(=NC1)OC)[C@@H](C(=O)O)C (2S)-2-(5-chloro-2-methoxypyridin-4-yl)propionic acid